(R)-2-(4-((1-methylpiperidin-3-yl)amino)pyrido[3,4-d]pyridazin-1-yl)phenol CN1C[C@@H](CCC1)NC=1N=NC(=C2C1C=NC=C2)C2=C(C=CC=C2)O